5-ethynyl-3-fluoronaphthalen-2-amine C(#C)C1=C2C=C(C(=CC2=CC=C1)N)F